CC1=CC=C(C=C1)S(=O)(=O)ON=C(C1=CC=CC=C1)C#N α-(p-toluenesulfonyloxyimino)-benzyl cyanide